((2R,3S)-2-(4-chlorophenyl)-1-(1,4-dimethyl-2-oxo-1,2-dihydroquinolin-7-yl)-6-oxopiperidin-3-yl)-2-methylpropane-1-sulfonamide ClC1=CC=C(C=C1)[C@@H]1N(C(CC[C@@H]1C(C(C)C)S(=O)(=O)N)=O)C1=CC=C2C(=CC(N(C2=C1)C)=O)C